(E)-3-(benzo[d]thiazol-2-yl)-4-(3-(3,4-dichlorophenyl)-1-methyl-1H-pyrazol-4-yl)but-3-enoic acid S1C(=NC2=C1C=CC=C2)\C(\CC(=O)O)=C\C=2C(=NN(C2)C)C2=CC(=C(C=C2)Cl)Cl